FC(S(=O)(=O)OC=1C=C2C(=NN(C(C2=CC1F)=O)C1=C(C=CC=C1)C)C(C)C)(F)F 7-Fluoro-4-isopropyl-1-oxo-2-(o-tolyl)-1,2-dihydrophthalazin-6-yl trifluoromethanesulfonate